7-fluoro-8-methoxy-2,3,4,5-tetrahydro-1H-pyrido[3,2-b]indole-1-carboxylic acid tert-butyl ester C(C)(C)(C)OC(=O)N1CCCC=2NC=3C=C(C(=CC3C21)OC)F